N1(C=NCC1)S(=O)(=O)N.N1(C=NCC1)S(=O)(=O)N bisimidazolinesulfonic acid amide